C(=O)(OCC1C2=CC=CC=C2C2=CC=CC=C12)C1C(=O)NC(C1)=O FMOC-succinimide